NC=1C=CC2=C(N(C=3N(C2=O)N=C(C3)C(C)(C)C)CC(=O)NC3=NC=C(C=C3)F)N1 2-(6-amino-2-(tert-butyl)-9-oxo-pyrazolo[1,5-a]pyrido[2,3-d]pyrimidin-4(9H)-yl)-N-(5-fluoropyridin-2-yl)acetamide